ClC1=C(C=CC=C1)N1C(N=C(C2=CC(=C(C=C12)C1CC1)C#N)NCC1OCC1)=O 1-(2-chlorophenyl)-7-cyclopropyl-4-((oxetan-2-ylmethyl)amino)-2-oxo-1,2-dihydroquinazoline-6-carbonitrile